CC1=NC=CC(=C1)NC(OCCOC=1C(=CC2=C(C=C(O2)C2=C3N=CC(=NC3=CC(=C2)CO)OC)C1)F)=O 2-((6-fluoro-2-(7-(hydroxymethyl)-2-methoxyquinoxalin-5-yl)benzofuran-5-yl)oxy)ethyl (2-methylpyridin-4-yl)carbamate